C(C)(C)(CC)C(C(C(=O)[O-])(CC)O)CCC tert-amylhydroxy-2-ethylhexanoate